1-[[4-[[4-[(4R,5R)-3,3-dibutyl-7-(dimethylamino)-2,3,4,5-tetrahydro-4-hydroxy-1,1-dioxido-1-benzothiepin-5-yl]phenoxy]methyl]phenyl]methyl]-4-aza-1-azoniabicyclo[2.2.2]octane C(CCC)C1(CS(C2=C([C@H]([C@H]1O)C1=CC=C(OCC3=CC=C(C=C3)C[N+]34CCN(CC3)CC4)C=C1)C=C(C=C2)N(C)C)(=O)=O)CCCC